(S)-1-(5-((8-(trifluoromethyl)quinolin-5-yl)thio)pyrazin-2-yl)-4'H,6'H-spiro[piperidine-4,5'-pyrrolo[1,2-b]pyrazol]-4'-amine FC(C=1C=CC(=C2C=CC=NC12)SC=1N=CC(=NC1)N1CCC2([C@@H](C=3N(N=CC3)C2)N)CC1)(F)F